FC1=C(C(=CC=C1)OC)C1=NC=CC2=C1CN(C2=O)C2=NC=C(C=C2)N2CCN(CC2)C2COC2 4-(2-fluoro-6-methoxyphenyl)-2-(5-(4-(oxetan-3-yl)piperazin-1-yl)pyridin-2-yl)-2,3-dihydro-1H-pyrrolo[3,4-c]pyridin-1-one